OC1(CCNCC1)CNC(=O)C1=NN(C(=C1)NC(=O)N[C@@H]1CN(C[C@H]1C1=CC=CC=C1)CCOC)C1=CC=CC=C1 N-((4-hydroxypiperidin-4-yl)methyl)-5-(3-((3S,4R)-1-(2-methoxyethyl)-4-phenylpyrrolidin-3-yl)ureido)-1-phenyl-1H-pyrazole-3-carboxamide